C(CCCC(C)(C)C)(=O)[O-].OC(C[N+](C)(C)C)C 2-hydroxylpropyltrimethylammonium neooctanoate